COC(C1=C(N=C(C=C1C)N1CC(N(CC1)C(=O)C=1N=C2C(=NC1)N(CC2(C)C)C2=CC(=C(C=C2)C(F)(F)F)Cl)(C)C)C)=O 6-(4-(5-(3-chloro-4-(trifluoromethyl)phenyl)-7,7-dimethyl-6,7-dihydro-5H-pyrrolo[2,3-b]pyrazine-2-carbonyl)-3,3-dimethylpiperazin-1-yl)-2,4-dimethylnicotinic acid methyl ester